CCOC(=O)[C@H](CCC1=CC=CC=C1)N[C@H]2CCCN3CCC[C@H](N3C2=O)C(=O)O.O The molecule is a hydrate that is the monohydrate of cilazapril. It is used for the treatment of hypertension and heart failure. It has a role as an antihypertensive agent, an EC 3.4.15.1 (peptidyl-dipeptidase A) inhibitor and a prodrug. It contains a cilazapril.